acrylic acid 2-(2-oxo-imidazolidin-1-yl)-ethyl ester O=C1N(CCN1)CCOC(C=C)=O